ClC1=CC=C(C(=N1)C(F)(F)F)CO (6-chloro-2-(trifluoromethyl)pyridin-3-yl)methanol